(3S,4R,6E,10Z)-3,4,7,11-Tetramethyl-6,10-tridecadienal C[C@@H](CC=O)[C@@H](C\C=C(\CC\C=C(/CC)\C)/C)C